2,3,6,7-tetraaminoanthracene NC1=CC2=CC3=CC(=C(C=C3C=C2C=C1N)N)N